[N+](=O)([O-])C1=CC=C(C=C1)S(=O)(=O)N[C@@H]1C[C@H](N(C1)C(=O)OCC=C)C(=O)OC 1-allyl 2-methyl (2S,4R)-4-((4-nitrophenyl)sulfonamido)pyrrolidine-1,2-dicarboxylate